CC1(OC=2C=C(C=C(C2[C@H]2[C@H]1CCC(=C2)C)O)CCC)C (6aR,10aR)-6,6,9-trimethyl-3-propyl-6a,7,8,10a-tetrahydro-benzo[c]chromen-1-ol